FC(CNC(=O)C1=NN2C(N(C3=C(C2=O)CN(C3=O)[C@H](COC)C)CC(=O)NC3=NC=C(C=C3)F)=C1)F N-(2,2-difluoroethyl)-4-{2-[(5-fluoropyridin-2-yl)amino]-2-oxoethyl}-6-[(2S)-1-methoxypropan-2-yl]-5,8-dioxo-5,6,7,8-tetrahydro-4H-pyrazolo[1,5-a]pyrrolo[3,4-d]pyrimidine-2-carboxamide